2,2-Difluoro-N-[(2R,3S)-1-[1-(1-methyl-6-oxo-3-pyridyl)indazol-5-yl]-2-(o-tolyl)-5-oxo-pyrrolidin-3-yl]propanamid FC(C(=O)N[C@@H]1[C@H](N(C(C1)=O)C=1C=C2C=NN(C2=CC1)C1=CN(C(C=C1)=O)C)C1=C(C=CC=C1)C)(C)F